NCC[Si](OC)(OC)OC (2-Aminoethyl)trimethoxysilan